ClC1=CC=C(C=C1)C1=CC=2C3=C(C=NC2C=C1)N(C(N3C=3C=C(C#N)C=CC3OC(F)(F)F)=N)C 3-(8-(4-Chlorophenyl)-2-imino-3-methyl-2,3-dihydro-1H-imidazo[4,5-c]quinolin-1-yl)-4-(trifluoromethoxy)benzonitrile